BrC=1C(=NC(=NC1)N(C=1C=C2C(C(N(C2=CC1)C)=O)(C)C)C)NC1=C(C=CC=C1)P(=O)(C)C 5-[[5-bromo-4-(2-dimethylphosphorylanilino)pyrimidin-2-yl]-methyl-amino]-1,3,3-trimethyl-indolin-2-one